FC1=CC=C(CC2(CCN(CC2)C2=CC=C(C=N2)C=2C=3N(C=C(C2)OCC(C)(C)O)N=CC3C#N)O)C=C1 4-(6-(4-(4-fluorobenzyl)-4-hydroxypiperidin-1-yl)pyridin-3-yl)-6-(2-hydroxy-2-methylpropoxy)pyrazolo[1,5-a]pyridine-3-carbonitrile